Imidazole sulfate S(=O)(=O)(O)O.N1C=NC=C1